N[C@H](CC1=C(C2=NC(=CC(=C2O1)NCC=1SC=CC1)Cl)Br)CCOC(F)F (S)-2-(2-amino-4-(difluoromethoxy)butyl)-3-bromo-5-chloro-N-(thiophen-2-ylmethyl)furo[3,2-b]pyridin-7-amine